NC=1C=C(C=CC1F)C=1C=NC2=CC(=NC=C2C1)N(C)CC1=CC=C(C=C1)OC 3-(3-amino-4-fluorophenyl)-N-(4-methoxybenzyl)-N-methyl-1,6-naphthyridin-7-amine